acryl-oxypropyl-tris(methoxyethoxy)silane C(=O)(C=C)OCCC[Si](OCCOC)(OCCOC)OCCOC